epoxydicyclopentenemethacrylate (epoxy dicyclopentenyl acrylate) C12=C(C(CC1)C(=CC(=O)O)C1C3=C(CC1)O3)O2.C23(C(=CCC2)O3)CC(C(=O)O)=C.C32(C(=CCC3)O2)CC(C(=O)O)=C